N-acetyloxy-1-[4-(1-methyl-2-methoxyethoxy)-2-methylphenyl]-1-(9-ethyl-6-nitro-9H-carbazol-3-yl)methane-1-imine C(C)(=O)ON=C(C=1C=CC=2N(C3=CC=C(C=C3C2C1)[N+](=O)[O-])CC)C1=C(C=C(C=C1)OC(COC)C)C